3-(4-fluorophenyl)-N-(5-hydroxy-4,4-dimethylpentyl)-5-methyl-1-phenyl-4-(pyridin-4-yl)-4,5-dihydro-1H-pyrazole-5-carboxamide FC1=CC=C(C=C1)C1=NN(C(C1C1=CC=NC=C1)(C(=O)NCCCC(CO)(C)C)C)C1=CC=CC=C1